O=C1N(CC(=C1)OS(=O)(=O)C1=CC=C(C)C=C1)C(=O)OC(C)(C)C tert-butyl 2-oxo-4-(tosyloxy)-2,5-dihydro-1H-pyrrole-1-carboxylate